FC1=C2CC[C@]3(CCC=4C(=NC(=NC4C3)OC[C@H]3N(CCC3)C)N3C[C@@H](NCC3)CC#N)CC2=CC=C1 2-((S)-4-((R)-5-fluoro-2'-(((S)-1-methylpyrrolidin-2-yl)methoxy)-3,4,5',8'-tetrahydro-1H,6'H-spiro[naphthalene-2,7'-quinazolin]-4'-yl)piperazin-2-yl)acetonitrile